CN(C)CCOC([O-])C.[Na+] sodium N,N-dimethylaminoethoxyethoxide